methyl 2-[1-(8-tert-butoxy-7,7-dimethyl-8-oxo-octyl)-6-[(E)-tert-butylsulfinyliminomethyl]pyrrolo[2,3-b]pyridin-2-yl]-7-methoxy-1-methyl-benzimidazole-5-carboxylate C(C)(C)(C)OC(C(CCCCCCN1C(=CC=2C1=NC(=CC2)/C=N/S(=O)C(C)(C)C)C2=NC1=C(N2C)C(=CC(=C1)C(=O)OC)OC)(C)C)=O